OC1C(CN(CC1)C(=O)C1=NN(C=2CCCCC12)CC=O)CO 2-(3-(4-hydroxy-3-(hydroxymethyl)piperidin-1-carbonyl)-4,5,6,7-tetrahydro-1H-indazol-1-yl)ethanon